ClC1=C(C(=CC=C1)F)C1=NC(=C2N1C=CNC2=O)NC2=CC=C(C=C2)C(=O)N2CCNCC2 3-(2-chloro-6-fluorophenyl)-1-((4-(piperazine-1-carbonyl)phenyl)amino)imidazo[1,5-a]pyrazin-8(7H)-one